lauric acid chloride C(CCCCCCCCCCC)(=O)Cl